ClC=1C=C(C=C(C1F)Cl)C1(CC(=NO1)C1=CC(=C(C(=O)NC2=NN(C(=N2)C(C)C)CC(F)(F)F)C=C1)C)C(F)(F)F 4-(5-(3,5-dichloro-4-fluorophenyl)-5-(trifluoromethyl)-4,5-dihydroisoxazol-3-yl)-N-(5-isopropyl-1-(2,2,2-trifluoroethyl)-1H-1,2,4-triazol-3-yl)-2-methylbenzamide